2-[3-(N-benzyl-N-methylamino)propyl]-1,2,3,4-tetrahydrobenzofuran C(C1=CC=CC=C1)N(C)CCCC1OC=2C(C1)CC=CC2